tert-butyl N-[4-[[4-[4-(2,6-dibenzyloxy-3-pyridyl)-2-methoxy-phenyl]piperazin-1-yl] methyl]cyclohexyl]carbamate C(C1=CC=CC=C1)OC1=NC(=CC=C1C1=CC(=C(C=C1)N1CCN(CC1)CC1CCC(CC1)NC(OC(C)(C)C)=O)OC)OCC1=CC=CC=C1